(S)-2-chloro-1-(7-(4-fluorobenzyl)-2-methyl-6-(2-morpholinoethoxy)-2,3-dihydro-1H-pyrido[2,3-b][1,4]oxazin-1-yl)ethan-1-one ClCC(=O)N1C2=C(OC[C@@H]1C)N=C(C(=C2)CC2=CC=C(C=C2)F)OCCN2CCOCC2